5-([1,2,4]triazolo[1,5-a]pyridin-6-yl)-N-(tetrahydro-2H-pyran-4-yl)-7H-pyrrolo[2,3-d]pyrimidin-2-amine N=1C=NN2C1C=CC(=C2)C2=CNC=1N=C(N=CC12)NC1CCOCC1